O[C@@]12CNCC[C@@H]1C(N(C2)CC(C(=O)OCC)(C)C)=O ethyl 3-((3aR,7aS)-3a-hydroxy-1-oxooctahydro-2H-pyrrolo[3,4-c]pyridin-2-yl)-2,2-dimethylpropionate